N1N=CC2=CC(=CC=C12)NC1=NC(=NC=C1)C=1C=CC2=C(SC(=C2)C(=O)NC2CCCCC2)C1 6-(4-((1H-indazol-5-yl)amino)pyrimidin-2-yl)-N-cyclohexylbenzo[b]thiophene-2-carboxamide